FC=1C=C(C=CC1)C1=C(C=CC(=N1)C(=O)O)OC1=CC=C(C=C1)C(F)(F)F 6-(3-Fluorophenyl)-5-[4-(trifluoromethyl)phenoxy]pyridine-2-carboxylic acid